1-[3-(pyridin-2-yl)phenyl]methanamine N1=C(C=CC=C1)C=1C=C(C=CC1)CN